N-(7-methylthiochroman-4-yl)-2-oxo-6-(trifluoromethyl)-1H-pyridine-3-carboxamide CC1=CC=C2C(CCSC2=C1)NC(=O)C=1C(NC(=CC1)C(F)(F)F)=O